4-(3-amino-2-ethyl-6-methyl-2H-pyrazolo[3,4-b]pyridin-5-yl)piperazine-1-carboxylic acid tert-butyl ester C(C)(C)(C)OC(=O)N1CCN(CC1)C1=CC=2C(N=C1C)=NN(C2N)CC